FC(OC1=C(C=C(C=C1)C=1OC(=C(N1)C(=O)NC1=CC(=CC=C1)C(CC)(F)F)C)C=1C=NC=CC1)F 2-(4-(difluoromethoxy)-3-(pyridin-3-yl)phenyl)-N-(3-(1,1-difluoropropyl)phenyl)-5-methyloxazole-4-carboxamide